(2-chlorophenyl)-9-(4-chlorophenyl)-2-methylsulfanyl-6-[6-(trifluoromethyl)-3-pyridinyl]purine ClC1=C(C=CC=C1)C=1N(C2=NC(=NC(=C2N1)C=1C=NC(=CC1)C(F)(F)F)SC)C1=CC=C(C=C1)Cl